tris(dipropylamino)(3-isopropenylphenyl)silane C(CC)N(CCC)[Si](C1=CC(=CC=C1)C(=C)C)(N(CCC)CCC)N(CCC)CCC